SC(C(=O)O)CCCCCCCCCCCCCCCC 2-mercapto-octadecanoic acid